3-(2-(dimethylamino)ethyl)-1H-indol-4-yl 3-fluorobenzoate FC=1C=C(C(=O)OC2=C3C(=CNC3=CC=C2)CCN(C)C)C=CC1